NC1=CC=C(C=C1)N1C(C(=CC1=O)C1=CC=CC=C1)=O 1-(4-aminophenyl)-3-phenyl-1H-pyrrole-2,5-dione